2-(2-methylpropan-2-yl)pyrazol-3-amine CC(C)(C)N1N=CC=C1N